2,2',2''-(10-(3-carboxybenzyl)-1,4,7,10-tetraazacyclododecane-1,4,7-triyl)triacetic acid C(=O)(O)C=1C=C(CN2CCN(CCN(CCN(CC2)CC(=O)O)CC(=O)O)CC(=O)O)C=CC1